C(C)(C)(C)OC(=O)NCC1=NOC(C1)(C(=O)OCC)COCC Ethyl 3-(((tert-butoxycarbonyl)amino)methyl)-5-(ethoxymethyl)-4,5-dihydroisoxazole-5-carboxylate